methyl (R)-6-(3-fluoropyrrolidin-1-yl)nicotinate F[C@H]1CN(CC1)C1=NC=C(C(=O)OC)C=C1